NC1=C(C(=CC2=CC(=C(C(=C12)O)N=NC1=CC=CC=C1)S(=O)(=O)[O-])S(=O)(=O)[O-])N=NC1=CC=C(C=C1)[N+](=O)[O-].[Na+].[Na+].NCCCCCNC=1C=C2C(N(C(C2=CC1)=O)C1C(NC(CC1)=O)=O)=O 5-((5-Aminopentyl)amino)-2-(2,6-dioxopiperidin-3-yl)isoindoline-1,3-dione disodium 4-amino-5-hydroxy-3-[(4-nitrophenyl)diazenyl]-6-(phenyldiazenyl)-2,7-naphthalenedisulfonate